tert-butyl {2-[(3,5-dimethyl-7-{[5-methyl-4-(4,4,5,5-tetramethyl-1,3,2-dioxaborolan-2-yl)-1H-pyrazol-1-yl]methyl}tricyclo[3.3.1.13,7]dec-1-yl)oxy]ethyl}methylcarbamate CC12CC3(CC(CC(C1)(C3)C)(C2)CN2N=CC(=C2C)B2OC(C(O2)(C)C)(C)C)OCCN(C(OC(C)(C)C)=O)C